1-Ethyl-3-methylimidazolium Trifluorophosphate P(=O)(F)(F)F.C(C)N1C=[N+](C=C1)C